(rac)-(cis)-3-methyl-4-(4-methyl-3-(trifluoromethyl)phenyl)piperidine C[C@@H]1CNCC[C@@H]1C1=CC(=C(C=C1)C)C(F)(F)F |r|